N1(CCCC1)C(=O)OC1=C(C=C(C=C1)C(C)(C)C)OC(=O)N1CCCC1 4-(tert-butyl)-1,2-phenylene bis(pyrrolidine-1-carboxylate)